C1=CC=CC=2C3=CC=CC=C3C(C12)COC(=O)N[C@@H](CC1=CC=C(C=C1)O)C(=O)OCC1=CC=CC=C1 benzyl (((9H-fluoren-9-yl)methoxy)carbonyl)-L-tyrosinate